tert-butyl 5-(1-(cyclopropylmethyl)-2-(1-methoxy-1-oxoprop-2-ylidene) hydrazino)-3,4-dihydroisoquinoline-2(1H)-carboxylate C1(CC1)CN(N=C(C(=O)OC)C)C1=C2CCN(CC2=CC=C1)C(=O)OC(C)(C)C